C1(CC1)C1=C(C(=NO1)C1=C(C=CC=C1Cl)Cl)CO[C@H]1[C@@H]2CN([C@H](C1)C2)C=2SC1=C(N2)C(=CC(=C1)C(=O)OC)C1CCOCCC1 methyl 2-[(1S,4S,5R)-5-[[5-cyclopropyl-3-(2,6-dichlorophenyl)-1,2-oxazol-4-yl]methoxy]-2-azabicyclo[2.2.1]heptan-2-yl]-4-(oxepan-4-yl)-1,3-benzothiazole-6-carboxylate